CC1N(CCOC1)C1=NC=CC=C1CN [2-(3-methylmorpholin-4-yl)-3-pyridinyl]methylamine